CN1N=C2C([NH2+]CCC2=C1C=1C=C(C=[NH+]C1)CC(=O)N)C 2-[5-(2,7-dimethyl-4,5,6,7-tetrahydropyrazolo[3,4-c]pyridine-6-ium-3-yl)pyridine-1-ium-3-yl]acetamide